(6S)-6-[[3-(trifluoromethylsulfonyl)phenyl]methyl]-2-azaspiro[3.4]octane FC(S(=O)(=O)C=1C=C(C=CC1)C[C@H]1CC2(CNC2)CC1)(F)F